N-(5-((6-((R)-3-(4-fluoro-3-(trifluoromethyl)phenyl)isoxazolidin-2-yl)pyrimidin-4-yl)amino)-4-methoxy-2-(4-((S)-2-methylmorpholino)piperidin-1-yl)phenyl)acrylamide FC1=C(C=C(C=C1)[C@@H]1N(OCC1)C1=CC(=NC=N1)NC=1C(=CC(=C(C1)NC(C=C)=O)N1CCC(CC1)N1C[C@@H](OCC1)C)OC)C(F)(F)F